4-methyl-3,5-dinitro-1H-pyrazole CC=1C(=NNC1[N+](=O)[O-])[N+](=O)[O-]